C(CCC(=O)O)(=O)O.CC1(NC(CCC1)(C)C)C 2,2,6,6-tetramethylpiperidin succinate